1,3-bis(4-sulfobutyl)-5-methylbenzimidazole S(=O)(=O)(O)CCCCN1CN(C2=C1C=CC(=C2)C)CCCCS(=O)(=O)O